F[C@@H]1[C@]2(CC[C@@](C[C@@H]1OC1=CC=C(N=N1)C1=C(C=C(C#N)C=C1)O)(N2)C)C 4-(6-(((1r,2r,3s,5s)-2-fluoro-1,5-dimethyl-8-azabicyclo[3.2.1]oct-3-yl)oxy)pyridazin-3-yl)-3-hydroxybenzonitrile